1,1'-(bicyclo[1.1.1]pentane-1,3-diyl)bis(ethan-1-one) C12(CC(C1)(C2)C(C)=O)C(C)=O